N1(C=NC=C1)C=O imidazol-1-ylmethanone